(R)-2-amino-3-(1H-indolyl)propionic acid N[C@@H](C(=O)O)CN1C=CC2=CC=CC=C12